C1(=CC=CC=C1)NC1=CC=C(C=C1)[Si](C)(C)C N-phenyl-4-(trimethylsilyl)aniline